N-(5-((6-(3-(4-chloro-3-((3-fluorobenzyl)oxy)phenyl)isoxazolidin-2-yl)pyrimidin-4-yl)amino)-2-(4-(4-cyclopropylpiperazin-1-yl)piperidin-1-yl)-4-methoxyphenyl)acrylamide ClC1=C(C=C(C=C1)C1N(OCC1)C1=CC(=NC=N1)NC=1C(=CC(=C(C1)NC(C=C)=O)N1CCC(CC1)N1CCN(CC1)C1CC1)OC)OCC1=CC(=CC=C1)F